C1CC12CNCCC2 5-azaspiro[2.5]octan